1-O-tertbutyldimethylsilyl-non-8-yn-1-ol C(C)(C)(C)[Si](OCCCCCCCC#C)(C)C